((1H-pyrrolo[3,2-c]pyridin-2-yl)methyl)-2-(5-((dibenzo[b,d]furan-3-ylmethyl)amino)-6-oxo-2-phenylpyrimidin-1(6H)-yl)acetamide N1C(=CC=2C=NC=CC21)CC(C(=O)N)N2C(=NC=C(C2=O)NCC=2C=CC1=C(OC3=C1C=CC=C3)C2)C2=CC=CC=C2